ClC=1C(=CC2=C(C(=NO2)NCC2=C(C=C(C=C2)OC)OC)C1)OCC1CCCC1 5-chloro-6-(cyclopentylmethoxy)-N-(2,4-dimethoxybenzyl)benzo[d]isoxazol-3-amine